(R)-N-((S)-3-(2-chloro-3-fluoro-4-methoxyphenyl)-2-(dimethylamino)propyl)-3-(pyridin-3-yl)-3-(1-(trifluoromethyl)cyclopropyl)propanamide ClC1=C(C=CC(=C1F)OC)C[C@@H](CNC(C[C@@H](C1(CC1)C(F)(F)F)C=1C=NC=CC1)=O)N(C)C